O1C=C(C=C1)C1NCCOC1 3-(furan-3-yl)morpholine